(S)-2-amino-4-methylpentanoate hydrochloride Cl.N[C@H](C(=O)O)CC(C)C